C(C)(C)[C@]12CCCN2C(C2=C1SC(=C2)C2=NC(=NC=C2C(F)(F)F)NC2CCN(CC2)S(=O)(=O)C)=O (8aR)-8a-Isopropyl-2-(2-((1-(methylsulfonyl)piperidin-4-yl)amino)-5-(trifluoro-methyl)pyrimidin-4-yl)-6,7,8,8a-tetrahydro-4H-thieno[2,3-a]pyrrolizin-4-one